N[C@@H](CC1=CC(I)=C(C=C1)O)C(=O)O mono-iodotyrosine